N[C@@H]1[C@@H](OCC12CCN(CC2)C=2C(=NC(=CN2)SC2=CC=NC1=C2OC[C@H]2N1CCC2)CO)C (3-((3S,4S)-4-amino-3-methyl-2-oxa-8-azaspiro[4.5]decan-8-yl)-6-(((S)-6a,7,8,9-tetrahydro-6H-pyrido[3,2-b]pyrrolo[1,2-d][1,4]oxazin-4-yl)thio)pyrazin-2-yl)methanol